BrC=1C=CC=2N(C3=CC=CC=C3C2C1)C1=C(C#N)C=CC=C1 (3-bromo-9H-carbazole-9-yl)benzonitrile